2-amino-6-oxo-1,6-dihydro-9H-purin NC=1NC(C=2N=CNC2N1)=O